7-(7-(difluoromethyl)-6-(1-methyl-2-oxo-1,2-dihydropyridin-3-yl)-3,4-dihydroquinolin-1(2H)-yl)-5-(3,6-dihydro-2H-pyran-4-yl)-1,3-dimethyl-1,6-naphthyridin-2(1H)-one FC(C1=C(C=C2CCCN(C2=C1)C1=NC(=C2C=C(C(N(C2=C1)C)=O)C)C=1CCOCC1)C=1C(N(C=CC1)C)=O)F